1-{(2R,3R,4S,6R)-4-acetoxy-6-allyl-3-(2-(4-cyclohexyl-1H-1,2,3-triazol-1-yl)acetamido)-6-(methoxycarbonyl)tetrahydro-2H-pyran-2-yl}propane-1,2-diyl diacetate C(C)(=O)OC(C(C)OC(C)=O)[C@@H]1O[C@](C[C@@H]([C@H]1NC(CN1N=NC(=C1)C1CCCCC1)=O)OC(C)=O)(C(=O)OC)CC=C